6-(1H-pyrazol-4-yl)-2-picolinamide N1N=CC(=C1)C1=CC=CC(=N1)C(=O)N